3-(4-isobutylphenyl)-2-methylpropanoic acid C(C(C)C)C1=CC=C(C=C1)CC(C(=O)O)C